3-[1-oxo-4-[4-(4-piperidylmethyl)-1-piperidyl]isoindolin-2-yl]piperidine-2,6-dione O=C1N(CC2=C(C=CC=C12)N1CCC(CC1)CC1CCNCC1)C1C(NC(CC1)=O)=O